C1(CC1)C1=C(N=NC(=C1)N[C@H]1CN(CCC1)C)C1=C(C=C(C=C1)C=C(Br)Br)O (R)-2-(4-cyclopropyl-6-((1-methylpiperidin-3-yl)amino)pyridazin-3-yl)-5-(2,2-dibromoethenyl)phenol